FC(C)(F)C1=NC(=CC(=N1)C1=CN(C2=CN=C(C=C21)NC(C)=O)[C@H]2COCC2)C |r| rac-(R)-N-(3-(2-(1,1-difluoroethyl)-6-methylpyrimidin-4-yl)-1-(tetrahydrofuran-3-yl)-1H-pyrrolo[2,3-c]pyridin-5-yl)acetamide